CNC(=O)C1=NC=CC(=C1)N1CCNCC1 N-Methyl-4-(piperazin-1-yl)pyridinamide